5'-(4-amino-2,6-dimethylphenoxy)spiro[cyclopentane-1,3'-indolin]-2'-one NC1=CC(=C(OC=2C=C3C4(C(NC3=CC2)=O)CCCC4)C(=C1)C)C